(R)-3,3-diethyl-1-methyl-5-(2-(4-phenylpiperazin-1-yl)ethyl)pyrrolidin-2-one C(C)C1(C(N([C@H](C1)CCN1CCN(CC1)C1=CC=CC=C1)C)=O)CC